C1(=CC=CC=C1)C1CC2=C(N=C(S2)C(=O)OCC)CC1 ethyl 6-phenyl-4,5,6,7-tetrahydrobenzo[d]thiazole-2-carboxylate